FC(C1=CC=2OCCC3N(C2N=C1)CC(CC3)C#N)(F)F 3-(trifluoromethyl)-7,7a,8,9,10,11-hexahydro-6H-dipyrido[3,2-b:1',2'-d][1,4]oxazepine-10-carbonitrile